BrCC1=CC=CC=C1 1-(bromomethyl)benzene